3-(5-(3-fluoro-5-(imidazo[1,2-a]pyridine-3-carboxamido)-4-methylphenyl)-1,2,4-oxadiazol-3-yl)azetidine-1-carboxylic acid isopropyl ester C(C)(C)OC(=O)N1CC(C1)C1=NOC(=N1)C1=CC(=C(C(=C1)NC(=O)C1=CN=C2N1C=CC=C2)C)F